[N-](S(=O)(=O)C(F)(F)F)S(=O)(=O)C(F)(F)F.C(C)C(CCNC)(CC)OC(CC)(CC)CCNC diethylmethylaminoethylmethylether bistrifluoromethanesulfonimide salt